3-propyl-6-ethyl-5-[(ethylthio)carbonyl]-2-phenyl-4-propyl-3-pyridinecarboxylate C(CC)C1(C(N=C(C(=C1CCC)C(=O)SCC)CC)C1=CC=CC=C1)C(=O)[O-]